C(#N)CC1(CCC(CC1)N1CC(C1)(C1=CC=CC=C1)F)N1N=C(C(=C1)C(=O)N)NC(=O)C1CC1 1-[1-(cyanomethyl)-4-(3-fluoro-3-phenyl-azetidin-1-yl)cyclohexyl]-3-(cyclopropanecarbonylamino)pyrazole-4-carboxamide